methyl (1S,3R)-1-(4-(benzyloxycarbonyl) phenyl)-2,3,4,9-tetrahydro-1H-pyrido[3,4-b]indole-3-carboxylate C(C1=CC=CC=C1)OC(=O)C1=CC=C(C=C1)[C@@H]1N[C@H](CC2=C1NC1=CC=CC=C21)C(=O)OC